N1N=CC(=C1)C=1C=C(C=CC1)C(CC#N)N1N=CC(=C1)C=1C2=C(N=CN1)NC=C2 3-[3-(1H-pyrazol-4-yl)phenyl]-3-[4-(7H-pyrrolo[2,3-d]pyrimidin-4-yl)-1H-pyrazol-1-yl]propanenitrile